C(C=C)(=O)OCCC=1C(=C(C(C(=O)O)=CC1)C(=O)O)CC(C)O acryloyloxyethyl-2-hydroxypropyl-phthalic acid